6-fluoro-5-((triisopropylsilyl)ethynyl)naphthalen-2-ol tert-butyl-2-(1-benzothiophen-5-yl)-3-(pyridin-4-yl)-6,7-dihydropyrazolo[1,5-a]pyrazine-5(4H)-carboxylate C(C)(C)(C)C1C=2N(CCN1C(=O)OC1=CC3=CC=C(C(=C3C=C1)C#C[Si](C(C)C)(C(C)C)C(C)C)F)N=C(C2C2=CC=NC=C2)C=2C=CC1=C(C=CS1)C2